N1C=NC=C1COC=1C=C(C=2CC(CC2C1)CNCCC1CN(C(O1)=O)C1=NC2=C(OCC(N2)=O)N=C1)C#N 6-(1H-imidazol-5-ylmethoxy)-2-[[2-[2-oxo-3-(3-oxo-4H-pyrazino[2,3-b][1,4]oxazin-6-yl)-1,3-oxazolidin-5-yl]ethylamino]methyl]-2,3-dihydro-1H-indene-4-carbonitrile